B#[Ni] Nickel Boride